cyclopropyl-1H-triazole 3-[[(2R)-2,4-bis[[(3R)-3-butanoyloxybutanoyl]oxy]-3,3-dimethyl-butanoyl]amino]propyl-(3R)-3-butanoyloxybutanoate C(CCC)(=O)O[C@@H](CC(=O)O[C@@H](C(=O)NCCCOC(C[C@@H](C)OC(CCC)=O)=O)C(COC(C[C@@H](C)OC(CCC)=O)=O)(C)C)C.C1(CC1)N1N=NC=C1